BrCCCCOC1=CC=C(C=C1)C(C=CC1=CC(=CC=C1)C)=O 1-(4-(4-bromobutoxy)phenyl)-3-m-methylphenyl-2-propen-1-one